C(#N)C=1C=NN2C1C(=CC(=C2)C=2C=NN(C2)[C@@H]2CN(CCC2)C(=O)OC(C)(C)C)SCCN(C)C tert-butyl (3S)-3-[4-[3-cyano-4-[2-(dimethylamino)ethylsulfanyl]pyrazolo[1,5-a]pyridin-6-yl]pyrazol-1-yl]piperidine-1-carboxylate